N-(4-(pyridazin-3-yl)phenyl)-3-(5-(trifluoromethyl)-1H-imidazo[4,5-b]pyridin-2-yl)aniline N1=NC(=CC=C1)C1=CC=C(C=C1)NC1=CC(=CC=C1)C=1NC=2C(=NC(=CC2)C(F)(F)F)N1